P(=O)(OCC(COCC#C)COCC#C)(F)F (3-propargyloxy-2-((propargyloxy) methyl) propyl) difluorophosphate